(2S)-methyl-4-(1-piperidinyl)piperidine dihydrochloride Cl.Cl.CN1CCC(CC1)N1CCCCC1